ClC=1C=C(C=CC1Cl)C(C1=NN=C(O1)C1CN(CC12CCNCC2)C(=O)C2=CN=CS2)(F)F (4-(5-((3,4-dichlorophenyl)difluoromethyl)-1,3,4-oxadiazol-2-yl)-2,8-diazaspiro[4.5]decan-2-yl)(thiazol-5-yl)methanone